6-(2,6-dichlorophenyl)-8-methyl-2-(3-methylthioanilino)pyrido[2,3-d]pyrimidin-7-one ClC1=C(C(=CC=C1)Cl)C1=CC2=C(N=C(N=C2)NC2=CC(=CC=C2)SC)N(C1=O)C